CN(N=NC1=CC=CC=C1)C 4-(dimethylaminoazo)benzene